ClC1=NC=C(C=C1NS(=O)(=O)C)C=1C=C2C(=C(C=NC2=CC1)C#N)N[C@H](C)C1=CC=C(C=C1)F N-(2-chloro-5-(3-cyano-4-((1R-(4-fluorophenyl)ethyl)amino)quinolin-6-yl)pyridin-3-yl)methanesulfonamide